1-(((1r,4r)-4-((1R,5S)-3-oxa-8-azabicyclo[3.2.1]octan-8-yl)cyclohexyl)-3-(2-(2-methoxyethoxy)ethoxy)-1H-pyrazol-4-yl)pyrimidin-2-amine [C@H]12COC[C@H](CC1)N2C2CCC(CC2)N2N=C(C(=C2)N2C(N=CC=C2)N)OCCOCCOC